S(=O)(O)O.C(S(=O)(=O)O)S(=O)(=O)O methanedisulfonic acid sulfite